5-(2-Isopentyloxazol-5-yl)-6-(chinolin-7-yl)picolinonitril C(CC(C)C)C=1OC(=CN1)C=1C=CC(=NC1C1=CC=C2C=CC=NC2=C1)C#N